2-methoxymethylethylene oxide COCC1CO1